FC=1C=C(C(=O)NC=2SC(=CN2)C2=CC(=CC=C2)N2CCCC2)C=C(C1O)/C=N/N(C(C(F)(F)F)=O)C (E)-3-fluoro-4-hydroxy-5-((2-methyl-2-(2,2,2-trifluoroacetyl)hydrazono)methyl)-N-(5-(3-(pyrrolidin-1-yl)phenyl)thiazol-2-yl)benzamide